NC1=C(C=CC(=C1)S(=O)(=O)N1CCN(CCC1)CCOC)NC(=O)C1=C(C=C2C=CC=NC2=C1)C N-(2-amino-4-(4-(2-methoxyethyl)-1,4-diazepan-1-ylsulfonyl)phenyl)-6-methylquinoline-7-carboxamide